ClC=1C(NN=CC1CCl)=O 4-chloro-5-(chloromethyl)-2H-pyridazin-3-one